4-ACETYL-3,5-DIOXO-1-METHYLCYCLOHEXANECARBOXYLIC ACID C(C)(=O)C1C(CC(CC1=O)(C(=O)O)C)=O